N-(2-(1,3-dioxolan-2-yl)ethoxy)-3,4-difluoro-2-((2-fluoro-4-iodophenyl)amino)benzamide O1C(OCC1)CCONC(C1=C(C(=C(C=C1)F)F)NC1=C(C=C(C=C1)I)F)=O